CN(CCNC(CC(C(=O)NCC1=CC=C(C=C1)F)C1=CC=2NC3=CC(=CC=C3C2C=C1)F)=O)C N4-(2-(dimethylamino)ethyl)-2-(7-fluoro-9H-carbazol-2-yl)-N1-(4-fluorobenzyl)succinamide